(3-(methylsulfonyl)phenyl)-1H-pyrazole-5-carboxamide CS(=O)(=O)C=1C=C(C=CC1)N1N=CC=C1C(=O)N